NC=1C=2N(C(=CN1)C1=CCC(CC1)N)C(=NC2C2=CC=C(C1=CC=CC=C21)NC(NCC2=CC=C(C=C2)C)=O)C 3-{4-[8-amino-5-(4-aminocyclohex-1-en-1-yl)-3-methylimidazo[1,5-a]pyrazin-1-yl]naphthalen-1-yl}-1-[(4-methylphenyl)methyl]urea